BrC=1C(=C(OC2CCC(CC2)CC[C@@H](C)O)C=CC1)C (R)-4-((1r,4S)-4-(3-bromo-2-methylphenoxy)cyclohexyl)butan-2-ol